amino-3-(1-naphthyl)-propionyl-leucyl-valine NN([C@@H](CC(C)C)C(=O)N[C@@H](C(C)C)C(=O)O)C(CCC1=CC=CC2=CC=CC=C12)=O